C(C1=CC=CC=C1)OC1=C(C(=O)N(C)OC)C=CC=C1OC 2-(benzyloxy)-N,3-dimethoxy-N-methylbenzamide